C(C(C)(C)C)(=O)OC1=C(C(=CC=C1)C=O)OC 3-formyl-2-methoxyphenyl pivalate